BrC1=C(C=C2N=C(C=3N(C2=C1)C(=NC3)C)Cl)C 8-bromo-4-chloro-1,7-dimethylimidazo[1,5-a]quinoxaline